FCCCCCCCC(C(=O)OCCCCCCCNCCO)CCCCCCCC 7-(2-hydroxyethylamino)heptyl 2-(7-fluoroheptyl)decanoate